3-((1-isobutylpiperidin-4-yl)(thiophen-3-yl)amino)phenol C(C(C)C)N1CCC(CC1)N(C=1C=C(C=CC1)O)C1=CSC=C1